CN1CCOC2=C1C=C(C=C2)C(CN2N=C(C=C2C(=O)OCC)C(=O)OCC)=O Diethyl 1-[2-(4-methyl-3,4-dihydro-2H-1,4-benzoxazin-6-yl)-2-oxoethyl]-1H-pyrazole-3,5-dicarboxylate